FC(C1=C(C=CC=C1)NC(C1=C(C=C(C(=C1)F)N1N=C2N(CCCC2)C1=O)O[C@H](C(F)(F)F)C)=O)F N-[2-(difluoromethyl)phenyl]-5-fluoro-4-(3-oxo-5,6,7,8-tetrahydro[1,2,4]triazolo[4,3-a]pyridin-2(3H)-yl)-2-{[(2S)-1,1,1-trifluoropropan-2-yl]oxy}benzamide